P(=O)(O)(O)O.N[C@@H](CC1=CNC=N1)C(=O)O histidin phosphate